2-(1H-benzo[d]imidazole-5-carboxamido)benzo[d]thiazole-6-carboxylic acid N1C=NC2=C1C=CC(=C2)C(=O)NC=2SC1=C(N2)C=CC(=C1)C(=O)O